2-amino-N-(phenylmethyl-d2)propanamide NC(C(=O)NC([2H])([2H])C1=CC=CC=C1)C